O=C1NN=C(C2=CC=CC=C12)CC=1C=CC(=C(C1)C1=CC2=C(NC(=N2)NC(OCC)=O)C=C1)OC(F)(F)F Ethyl (5-(5-((4-oxo-3,4-dihydrophthalazin-1-yl)methyl)-2-(trifluoromethoxy)phenyl)-1H-benzoimidazol-2-yl)carbamate